ON1C(C(CCC1=O)N1C(C2=CC=CC=C2C1=O)=O)=O 2-(1-hydroxy-2,6-dioxopiperidin-3-yl)-2,3-dihydro-1H-isoindole-1,3-dione